N-CBZ-4-piperidinecarboxylic acid C1CN(CCC1C(=O)O)C(=O)OCC2=CC=CC=C2